N-(4-(7-(1-methyl-1H-pyrazol-4-yl)imidazo[1,2-a]pyridin-3-yl)phenyl)-5-nitrofuran-2-carboxamide CN1N=CC(=C1)C1=CC=2N(C=C1)C(=CN2)C2=CC=C(C=C2)NC(=O)C=2OC(=CC2)[N+](=O)[O-]